C(CCCCCC)(=O)N[C@@H](C(C)C)C(=O)O N-heptanoyl-Valine